C(C)OC([C@@H]1N(C(CC1)=O)C(=O)OC(C)(C)C)=O (2R)-N-(tert-butoxycarbonyl)pyroglutamic acid ethyl ester